CC1=CNC2=CC=C(C=C12)C1=CC=C(C=C1)CC(=O)O.C1(CC1)C1=CC(=NN1)NC(C(C)N1C(C=C(C=C1)C=1CNCCC1)=O)=O N-(5-cyclopropyl-1H-pyrazol-3-yl)-2-(2'-oxo-1,2,5,6-tetrahydro-[3,4'-bipyridin]-1'(2'H)-yl)propionamide 2-(4-(3-methyl-1H-indol-5-yl)phenyl)acetate